C1=CC=C(C2=CC=CC=C12)C1=CC=CC2=CC=CC=C12 binaphth-4-yl